CN([C@@H](C(C)C)C(=O)O)C(=O)C1CN(C1)C(=O)C=1N(C=CC=CC1)C(C1=CC=CC=C1)(C1=CC=CC=C1)C1=CC=CC=C1 N-methyl-N-(1-((S)-1-tritylazepine-2-carbonyl)azetidine-3-carbonyl)-L-valine